Cl.N1CCCCC1 piperidin-hydrochloride